NC=1N=NC(=CC1N1C[C@H](O[C@H](C1)C)C1=CC(=C(C(=O)OC)C=C1C)F)C1=C(C=CC=C1)O Methyl 4-((2R,6S)-4-(3-amino-6-(2-hydroxyphenyl)pyridazin-4-yl)-6-methylmorpholin-2-yl)-2-fluoro-5-methylbenzoate